ClC=1C=C(OC2CCC(CC2)NC(C2=NC=C(C=C2)N2CCC(CC2)CN2CCC(CC2)N2C=CC3=C(C=CC=C23)N2C(NC(CC2)=O)=O)=O)C=CC1C#N N-((1r,4r)-4-(3-chloro-4-cyanophenoxy)cyclohexyl)-5-(4-((4-(4-(2,4-dioxotetrahydropyrimidin-1(2H)-yl)-1H-indol-1-yl)piperidin-1-yl)methyl)piperidin-1-yl)picolinamide